2,8-dichloroindeno[2,1-b]indol-6(5H)-one ClC=1C=C2C3=C(NC2=CC1)C(C1=CC(=CC=C13)Cl)=O